N1(C=NC=C1)N1C(C=C(C=C1C1=CC=CC=C1)C1=CC=CC=C1)C1=CC=CC=C1 1-(1H-imidazol-1-yl)-2,4,6-triphenylpyridine